FC(OC1=CC=C(C(=O)N2C3N(C(CC2)=O)C(C(N(C3)CC3=CC=C(C=C3)OC)=O)C)C=C1)F 1-(4-(difluoromethoxy)benzoyl)-8-(4-methoxybenzyl)-6-methylhexahydro-4H-pyrazino[1,2-a]pyrimidine-4,7(6H)-dione